FC(C(=O)O)(F)F.C(C)[C@@H]1N(CCNC1)CC1CC1 (S)-2-ethyl-1-(cyclopropylmethyl)piperazine trifluoroacetate